COC1=CC=C(COCC[C@H](O[Si](C(C)(C)C)(C)C)[C@H](CO[Si](C(C)(C)C)(C)C)C=C)C=C1 (5S,6S)-5-(2-((4-methoxybenzyl)oxy)ethyl)-2,2,3,3,9,9,10,10-octamethyl-6-vinyl-4,8-dioxa-3,9-disilaundecane